O1CCN(CC1)C1=NC(=C2C=C(C=NC2=C1)O)OC1CCC(CC1)NC1=NC=CC=C1 7-morpholino-5-[4-(2-pyridylamino)cyclohexoxy]-1,6-naphthyridin-3-ol